ethyl-octanone C(C)CC(CCCCCC)=O